N1=CC(=CC=C1)N1C=NC=C1 (3-pyridyl)-1H-imidazole